CN1C(C(=C(C2=CC=CC=C12)C(F)(F)F)C)=O 1,3-dimethyl-4-(trifluoromethyl)quinolin-2(1H)-one